2-[5-methyl-1-[4-(trifluoromethoxy)phenyl]pyrazol-3-yl]-2,6-diazaspiro[3.3]heptane CC1=CC(=NN1C1=CC=C(C=C1)OC(F)(F)F)N1CC2(C1)CNC2